(2S,5R)-2-(N-(2-(1-methyl-1H-pyrazol-3-yl) acetyl) carbamimidoyl)-7-oxo-1,6-diazabicyclo[3.2.1]octan-6-yl hydrogen sulfate S(=O)(=O)(ON1[C@@H]2CC[C@H](N(C1=O)C2)C(NC(CC2=NN(C=C2)C)=O)=N)O